C(C)(C)(C)OC(=O)N1C[C@H](N(CC1)C1=C(C=NC(=C1)N1CC2CCC(C1)O2)C#N)C (3R)-4-(6-(8-oxa-3-azabicyclo[3.2.1]octane-3-yl)-3-cyanopyridin-4-yl)-3-Methylpiperazine-1-carboxylic acid tert-butyl ester